1,2,3-trihydroxybenzeneethanol (S)-quinuclidin-3-yl-(6'-(3-isopropylphenyl)-3',4'-dihydro-1'H-spiro[cyclopropane-1,2'-naphthalen]-1'-yl)carbamate N12CC(C(CC1)CC2)N(C(=O)OCCC2(C(C(=CC=C2)O)O)O)[C@H]2C1(CCC3=CC(=CC=C23)C2=CC(=CC=C2)C(C)C)CC1